2-[3-(ethylsulfonyl)-6-phenylthieno[3,2-b]thiophen-2-yl]-3-methyl-6-(trifluoromethyl)-3H-imidazo[4,5-c]pyridine C(C)S(=O)(=O)C=1C2=C(SC1C1=NC3=C(C=NC(=C3)C(F)(F)F)N1C)C(=CS2)C2=CC=CC=C2